N1C=NC=C1CCN 2-(1H-imidazol-5-yl)ethylamine